COC(CN=C)(C)C N-(2-methoxy-2-methyl-propyl)methanimine